2-[1-[4-(2,4-dioxohexahydropyrimidin-1-yl)-2-fluoro-phenyl]-4-hydroxy-4-piperidinyl]acetic acid hydrochloride Cl.O=C1N(CCC(N1)=O)C1=CC(=C(C=C1)N1CCC(CC1)(O)CC(=O)O)F